(4-difluoromethyl-6-(((cis)-3-hydroxy-3-methylcyclobutyl)amino)pyridazin-3-yl)-5-ethynylphenol FC(C1=C(N=NC(=C1)NC1CC(C1)(C)O)C1=C(C=C(C=C1)C#C)O)F